3-(hydroxymethyl)phenylboronic acid OCC=1C=C(C=CC1)B(O)O